5-(((((1S,2R)-2-aminocyclopropyl)methyl)amino)methyl)-N-(4-((4-cyclobutylpiperidin-1-yl)sulfonyl)phenyl)-2-(N-methylmethylsulfonamido)benzamide N[C@H]1[C@@H](C1)CNCC=1C=CC(=C(C(=O)NC2=CC=C(C=C2)S(=O)(=O)N2CCC(CC2)C2CCC2)C1)N(S(=O)(=O)C)C